dihydroxyfumaric acid hydrate O.O\C(=C(/C(=O)O)\O)\C(=O)O